C(C)(C)(C)NC(C1=C(C(=C(C=C1I)O)O)Cl)=O N-tert-butyl-2-chloro-3,4-dihydroxy-6-iodo-benzamide